C1=CN=C(N=C1)N AMINOPYRIMIDINE